FC=1C=CC2=C([C@H](OC3=NC4=C(C(N(CCO2)C)=O)C=NN4C=C3)CF)C1 (13S)-11-fluoro-13-(fluoromethyl)-5-methyl-6,7-dihydro-13H-1,15-ethenopyrazolo[4,3-f][1,10,4,8]benzodioxadiazacyclotridecin-4(5H)-one